3,5-di-tert-butyl-4-hydroxyphenylpropionylhexamethylendiamid C(C)(C)(C)C=1C=C(C=C(C1O)C(C)(C)C)CCC(=O)[N-]CCCCCC[NH-]